CSC1=CC=C(C=C1)NC1=NC=C(C(=N1)N1OCCC1C1=CC=CC=C1)C(F)(F)F N-(4-(methylthio)phenyl)-4-(3-phenylisooxazolidin-2-yl)-5-(trifluoromethyl)pyrimidin-2-amine